(±)-7-chloro-3-methyl-N-[(3R,4S)-3-methyltetrahydropyran-4-yl]imidazo[4,5-b]pyridin-5-amine ClC1=C2C(=NC(=C1)N[C@@H]1[C@H](COCC1)C)N(C=N2)C |r|